silicon-manganese-copper [Cu].[Mn].[Si]